C(C)(C)OC1=CC(=C(C=N1)N)C 6-isopropoxy-4-methyl-pyridin-3-amine